(R)-7-(7-(8-ethyl-7-fluoro-3-hydroxynaphthalen-1-yl)-8-fluoro-2-((1-(pyrrolidin-1-ylmethyl)cyclopropyl)methoxy)pyrido[4,3-d]pyrimidin-4-yl)-1,3,7-triazaspiro[4.5]decane-2,4-dione C(C)C=1C(=CC=C2C=C(C=C(C12)C1=C(C=2N=C(N=C(C2C=N1)N1C[C@@]2(C(NC(N2)=O)=O)CCC1)OCC1(CC1)CN1CCCC1)F)O)F